4-(((4-(trifluoromethyl)pyridin-3-yl)oxy)methyl)piperidine-1-carboxylic acid tert-butyl ester C(C)(C)(C)OC(=O)N1CCC(CC1)COC=1C=NC=CC1C(F)(F)F